8-bromo-3,6-dimethyl-2-(2-azaspiro[3.5]nonan-2-yl)quinazolin-4(3H)-one BrC=1C=C(C=C2C(N(C(=NC12)N1CC2(C1)CCCCC2)C)=O)C